triazinetris-benzoic acid N1=NN=C(C(=C1C1=CC=CC=C1C(=O)O)C1=CC=CC=C1C(=O)O)C1=CC=CC=C1C(=O)O